4-Methoxy-6-(4,4,5,5-tetramethyl-1,3,2-dioxaborolan-2-yl)pyrazolo[1,5-a]pyridine COC=1C=2N(C=C(C1)B1OC(C(O1)(C)C)(C)C)N=CC2